(phenylpropyl)-11H-imidazo[1',2':1,2]pyrido[3,4-b]indole C1(=CC=CC=C1)CCCC=1N=C2N(C=CC3=C2NC2=CC=CC=C32)C1